hexyl 6-bromohexanoate BrCCCCCC(=O)OCCCCCC